C(CCCCCCCC=CC=CC=CCCCC)(=O)[O-].[Cd+2].C(CCCCCCCC=CC=CC=CCCCC)(=O)[O-] cadmium eleostearate